5-((1R)-((tert-butylsulfinyl)amino)(phenyl)methyl)-N-hydroxythiophene-3-carboximidamide C(C)(C)(C)S(=O)N[C@@H](C1=CC(=CS1)C(NO)=N)C1=CC=CC=C1